BrCCCCCCCCC1=CC(OC2=CC(=C(C=C12)O)O)=O 4-(8-bromooctyl)-6,7-dihydroxy-2H-chromen-2-one